CC=1C=CC(=C(C1)N1/C(/SCC1=O)=N/C(OCCC1=CC=C(C=C1)C1=NN(C=N1)C1=CC=C(C=C1)OC(F)(F)F)=O)C(F)(F)F 4-(1-(4-(Trifluoromethoxy)phenyl)-1H-1,2,4-triazol-3-yl)phenethyl (Z)-(3-(5-methyl-2-(trifluoromethyl)phenyl)-4-oxothiazolidin-2-ylidene)carbamate